5-hydroxyethyl-4-methylthiazole(thiol) OCCC1=C(N=C(S1)S)C